C(C1=CC=CC=C1)OC1=CC=C(C=C1)C[C@@H](CN1C(C2=CC=CC=C2C1=O)=O)OC 2-[(2S)-3-[4-(benzyloxy)phenyl]-2-methoxypropyl]-2,3-dihydro-1H-isoindole-1,3-dione